CC1([C@]2(C[C@H]2CO1)N1N=C2N=C(C=NC2=C1)C1=C(C=C(C=C1C)C(F)(F)F)O)C 2-(2-((1R,5R)-2,2-dimethyl-3-oxabicyclo[3.1.0]hexan-1-yl)-2H-pyrazolo[3,4-b]pyrazin-6-yl)-3-methyl-5-(trifluoromethyl)phenol